IC1=CC(=C(C=C1C[N+]#[C-])O[Si](C)(C)C(C)(C)C)O[Si](C)(C)C(C)(C)C ((4-iodo-5-(isocyanomethyl)-1,2-phenylene)bis(oxy))bis(tert-butyldimethyl-silane)